FC=1C(=C(C=CC1F)[C@H]1[C@@H](O[C@]([C@H]1C)(C(F)(F)F)C)C(=O)NC1=CC(=NC=C1)OC[C@H](CO)O)OC (2R,3S,4S,5R)-3-(3,4-Difluoro-2-methoxyphenyl)-N-(2-((S)-2,3-dihydroxypropoxy)pyridin-4-yl)-4,5-dimethyl-5-(trifluoromethyl)tetrahydrofuran-2-carboxamide